C(C1=CC=CC=C1)OC(C)C=1OC(=C(N1)C(=O)N)C 2-(1-(benzyloxy)ethyl)-5-methyl-oxazole-4-carboxamide